(R)-N-(1-(6-chloro-9H-pyrido[3,4-b]indol-1-yl)ethyl)acetamide ClC=1C=C2C3=C(NC2=CC1)C(=NC=C3)[C@@H](C)NC(C)=O